pyridine-3-sulfanilamide N1=C(C=CC=C1)C1=CC=C(C=C1S(=O)(=O)N)N